N-(3-phenylpropyl)-4-(2-(trifluoromethyl)aziridin-1-yl)-1H-benzo[d]imidazole-1-carboxamide C1(=CC=CC=C1)CCCNC(=O)N1C=NC2=C1C=CC=C2N2C(C2)C(F)(F)F